FC1(CN(CCC1)C(=O)OC(C)(C)C)C(=O)NNC(C1=C(C=CC=C1)OC(F)(F)F)=O tert-butyl 3-fluoro-3-(2-(2-(trifluoromethoxy)benzoyl)hydrazine-1-carbonyl)piperidine-1-carboxylate